magnesium sulfate-Hydrate O.S(=O)(=O)([O-])[O-].[Mg+2]